methyl (S)-2-((tert-butoxycarbonyl)amino)-3-(4-(1,2-dimethyl-6-oxo-4-(trifluoromethyl)-1,6-dihydropyridin-3-yl)phenyl)propanoate C(C)(C)(C)OC(=O)N[C@H](C(=O)OC)CC1=CC=C(C=C1)C1=C(N(C(C=C1C(F)(F)F)=O)C)C